C(C1=CC=CC=C1)OC(=O)N1CCC2(CN(C2)C(=O)O)CC1.OC1=C(C=C(C=C1CN1C(C2=C(C1=O)CCCC2)=O)C)N2N=C1C(=N2)C=CC=C1 2-[2-hydroxy-3-(3,4,5,6-tetrahydrophthalimidomethyl)-5-methylphenyl]benzotriazole 7-((benzyloxy)carbonyl)-2,7-diazaspiro[3.5]nonane-2-carboxylate